N1C=CC2=CC(=CC=C12)C[C@H](N)C(=O)O L-β-(1H-5-indolyl)alanine